(difluoromethyl)-5'-methoxy-6-(5-methyl-1,3,4-oxadiazol-2-yl)-[4,4'-bipyridine]-3-carboxylic acid FC(F)C1=NC(=CC(=C1C(=O)O)C1=CC=NC=C1OC)C=1OC(=NN1)C